C(CCCCCCCC)N(C(=O)NCCCCCCCCC)CCCCCCCCC N,N,N'-trinonylurea